5-(2-((R)-3-((R or S)-1-ethoxy-2,2,2-trifluoroethyl)-1-(2-(pyridin-2-yl)propan-2-yl)pyrrolidin-3-yl)ethyl)thiophene-2-carbonitrile C(C)O[C@@H](C(F)(F)F)[C@]1(CN(CC1)C(C)(C)C1=NC=CC=C1)CCC1=CC=C(S1)C#N |o1:3|